C12(CC3CC(CC(C1)C3)C2)C=2C=C(C=CC2OC)OB(O)O 3-(1-adamantyl)-4-methoxyphenylboric acid